methyl 4-(benzylthio)-2,3,5,6-tetrafluorobenzoate C(C1=CC=CC=C1)SC1=C(C(=C(C(=O)OC)C(=C1F)F)F)F